(S)-7-bromo-2,3,4,9-tetrahydro-1H-pyrido[3,4-b]indole-3-carboxylic acid methyl ester hydrochloride Cl.COC(=O)[C@@H]1CC2=C(NC3=CC(=CC=C23)Br)CN1